C1(CC1)C1CCC(CC1)C(=O)OC methyl (1R,4R)-4-cyclopropylcyclohexane-1-carboxylate